C(=O)C=1C=NC=C(C(=O)OC)C1 methyl 5-formylnicotinate